C1(CC1)NC1=CC(=NC=2N1N=CC2)NC2=CC(=C(C=C2)[C@@H]2CNCC2)CS(=O)(=O)C (R,S)-7-(Cyclopropylamino)-5-((3-((methylsulfonyl)methyl)-4-(pyrrolidin-3-yl)phenyl)amino)pyrazolo[1,5-a]pyrimidin